(4Z)-4-(1,3-benzothiazol-6-ylmethylene)-2-[(trans-4-hydroxycyclohexyl)amino]-1H-imidazol-5-one S1C=NC2=C1C=C(C=C2)\C=C\2/N=C(NC2=O)N[C@@H]2CC[C@H](CC2)O